(3,5-difluoro-4-((6-methoxy-7-(2-(methylamino)ethoxy)quinolin-4-yl)oxy)phenyl)-6-fluoro-4-methoxypyridine-3-carboxamide FC=1C=C(C=C(C1OC1=CC=NC2=CC(=C(C=C12)OC)OCCNC)F)C1=NC(=CC(=C1C(=O)N)OC)F